CC1(CNC1)C 3,3-dimethylazetidine